5-(2-ethyl-2-norbornyloxycarbonyl)-7-oxo-bicyclo[2.2.1]Hept-2-ene C(C)C1(C2CCC(C1)C2)OC(=O)C2C1C=CC(C2)C1=O